CON=C1CCCC2=CC(=CC=C12)OCC1=CC=CC=C1 6-(benzyloxy)-3,4-dihydronaphthalen-1(2H)-one O-methyl oxime